(13R)-16-fluoro-13-methyl-8,14-dioxa-4,10,19,20-tetraazatetracyclo[13.5.2.12,6.018,21]tricosa-1(20),2,4,6(23),15,17,21-heptaen-9-one FC1=C2O[C@@H](CCNC(OCC=3C=NC=C(C4=NNC(=C1)C4=C2)C3)=O)C